1-[4-(2,3-Dimethylphenyl)piperazin-1-yl]-2-{3-[4-(oxetan-3-yl)piperazin-1-carbonyl]-5,6-dihydrocyclopenta[c]pyrazol-1(4H)-yl}ethan-1-on CC1=C(C=CC=C1C)N1CCN(CC1)C(CN1N=C(C2=C1CCC2)C(=O)N2CCN(CC2)C2COC2)=O